3-(2-(1-(5-chloro-4-(((R)-1-(2,4-dichlorophenyl)ethyl)amino)-6-methylpyrimidin-2-yl)pyrrolidin-3-yl)piperidin-1-yl)-1-methylcyclobutane-1-carboxylic acid ClC=1C(=NC(=NC1C)N1CC(CC1)C1N(CCCC1)C1CC(C1)(C(=O)O)C)N[C@H](C)C1=C(C=C(C=C1)Cl)Cl